2-(((tert-butyldimethylsilyl)oxy)methyl)-4-chloro-7-(4-hydroxyphenyl)-5,5-dimethyl-5,7-dihydro-6H-pyrrolo[2,3-d]pyrimidin-6-one [Si](C)(C)(C(C)(C)C)OCC=1N=C(C2=C(N1)N(C(C2(C)C)=O)C2=CC=C(C=C2)O)Cl